FC=1C=C(C=CC1OC1=CC=NC2=CC(=C(C=C12)OC)OCCCN1CCOCC1)NC(=O)NS(=O)(=O)CC1=CC=CC=C1 1-{3-fluoro-4-[6-methoxy-7-(3-morpholinylpropyloxy)quinolin-4-oxy]phenyl}-3-(benzylsulfonyl)urea